O.[K+].[K+].[K+].P([O-])([O-])([O-])=O phosphoric acid tripotassium salt monohydrate